O=C(COC1=C(OC=2C1=NC=C(C2)C(F)(F)F)C(=O)O)C 3-(2-oxopropoxy)-6-(trifluoromethyl)furo[3,2-b]pyridine-2-carboxylic acid